C(C)S(=O)(C1=C(C=CC(=C1)C=1C2=C(N=C(N1)N1[C@H](CC1)C)CCC2)OC)=N ethyl(imino)(2-methoxy-5-(2-((S)-2-methylazetidin-1-yl)-6,7-dihydro-5H-cyclopenta[d]pyrimidin-4-yl)phenyl)-λ6-sulfanone